FC(C1=CC=C(OC2=CC=C3CCN(CC3=C2)C(C)=O)C=C1)(F)F 1-(7-(4-(trifluorometh-yl)phenoxy)-3,4-dihydroisoquinolin-2(1H)-yl)ethan-1-one